4-(2-((5-fluoropyridin-2-yl)methyl)-2H-tetrazol-5-yl)-N-(2-hydroxyethyl)-3-methylbenzenesulfonamide FC=1C=CC(=NC1)CN1N=C(N=N1)C1=C(C=C(C=C1)S(=O)(=O)NCCO)C